N-(2-amino-4,5-dimethylphenyl)-4-(4-bromo-2-oxo-2,3-dihydro-1H-1,3-benzodiazol-1-yl)cyclohexane-1-carboxamide NC1=C(C=C(C(=C1)C)C)NC(=O)C1CCC(CC1)N1C(NC2=C1C=CC=C2Br)=O